BrC=1C(=C(C(=O)O)C=C(C1)Br)OC 3,5-dibromo-2-methoxybenzoic acid